vinylmethyldi(acetoxymethyl)silane C(=C)C[SiH](COC(C)=O)COC(C)=O